7-bromo-4-chloroquinoline-2,3-diamine BrC1=CC=C2C(=C(C(=NC2=C1)N)N)Cl